1-(4-(benzylamino)pyrrolo[2,1-f][1,2,4]triazin-2-yl)-2-methyl-N-((1-methylazetidin-3-yl)methyl)-1H-indole-4-carboxamide C(C1=CC=CC=C1)NC1=NC(=NN2C1=CC=C2)N2C(=CC=1C(=CC=CC21)C(=O)NCC2CN(C2)C)C